3,3',4'-Trifluoro-[1,1'-biphenyl]-4-carboxylic acid FC=1C=C(C=CC1C(=O)O)C1=CC(=C(C=C1)F)F